C(C)(=O)O[C@@H]1[C@@H](SC2=C(N(C1)CCN(C)C)C=CC=C2)C2=CC=C(C=C2)OC (2S,3S)-(+)-cis-3-acetoxy-5-(2-dimethylaminoethyl)-2,3-dihydro-2-(4-methoxyphenyl)-1,5-benzothiazepine